methyl 3-[[[7-(4-bromo-3-chloro-benzoyl)-2-(4-methoxyphenyl)-3-oxo-6,8-dihydro-5H-imidazo[1,5-a]pyrazine-1-carbonyl]amino]methyl]benzoate BrC1=C(C=C(C(=O)N2CC=3N(CC2)C(N(C3C(=O)NCC=3C=C(C(=O)OC)C=CC3)C3=CC=C(C=C3)OC)=O)C=C1)Cl